(2Z)-5-chloro-2-[(5-nitrothiophen-2-yl)methylidene]-1-benzofuran-3-one ClC=1C=CC2=C(C(/C(/O2)=C/C=2SC(=CC2)[N+](=O)[O-])=O)C1